5-(3-(5-chloro-6-(trifluoromethyl)isoindolin-2-yl)-3-oxopropyl)-5-cyclopropylimidazolidine-2,4-dione ClC=1C=C2CN(CC2=CC1C(F)(F)F)C(CCC1(C(NC(N1)=O)=O)C1CC1)=O